BrC(C=O)=C(C=O)O 2-BROMO-3-HYDROXY-2-BUTENE-1,4-DIONE